(S)-8-(6-amino-5-((2-amino-3-chloropyridin-4-yl)thio)-3-fluoropyrazin-2-yl)-2-methyl-8-azaspiro[4.5]dec-2-en-1-amine NC1=C(N=C(C(=N1)N1CCC2(CC=C([C@H]2N)C)CC1)F)SC1=C(C(=NC=C1)N)Cl